4-((1S,4S,5R)-5-((5-Cyclopropyl-3-(spiro[2.5]octan-6-yl)isoxazol-4-yl)methoxy)-2-azabicyclo[2.2.1]heptan-2-yl)benzoic acid C1(CC1)C1=C(C(=NO1)C1CCC2(CC2)CC1)CO[C@H]1[C@@H]2CN([C@H](C1)C2)C2=CC=C(C(=O)O)C=C2